furanamine C1=COC(=C1)N